tris-aminomethane-HCl Cl.NC(N)N